COC1=CC(=C(C=N1)C=O)C(C)OC1OCCCC1 6-methoxy-4-(1-tetrahydropyran-2-yloxyethyl)pyridine-3-carbaldehyde